2-[5-[(1,3-Dihydro-5,6-dimethoxy-1-oxo-2H-inden-2-ylidene)methyl]-2-furanyl]benzoic acid COC=1C=C2CC(C(C2=CC1OC)=O)=CC1=CC=C(O1)C1=C(C(=O)O)C=CC=C1